Methyl 5-nitro-2-(1-propyl-1H-pyrazol-4-yl)benzoate [N+](=O)([O-])C=1C=CC(=C(C(=O)OC)C1)C=1C=NN(C1)CCC